3-(4-fluoro-6-(2-(4-(4-nitrophenyl)piperazin-1-yl)-8-azaspiro[4.5]decan-8-yl)-1-oxophthalazin-2(1H)-yl)piperidine-2,6-dione FC1=NN(C(C2=CC=C(C=C12)N1CCC2(CCC(C2)N2CCN(CC2)C2=CC=C(C=C2)[N+](=O)[O-])CC1)=O)C1C(NC(CC1)=O)=O